OCC(C#CC1=CC2=C(OC[C@@H](C(N2C)=O)NC(C2=NC=CC(=C2)OC2=CC=CC=C2)=O)C=C1)(C)C (S)-N-(7-(4-Hydroxy-3,3-dimethylbut-1-yn-1-yl)-5-methyl-4-oxo-2,3,4,5-tetrahydrobenzo[b][1,4]oxazepin-3-yl)-4-phenoxypicolinamid